FC(CCCCCCCCC)(O)O monofluorodecanediol